P(=O)(OCC=C)(OCC=C)OCCl diallyl (chloromethyl) phosphate